((Pentyloxy)carbonyl)-L-leucine C(CCCC)OC(=O)N[C@@H](CC(C)C)C(=O)O